ethyl (3E)-2,2-dichloro-3-[(4-methylbenzenesulfonamido)imino]butanoate ClC(C(=O)OCC)(/C(/C)=N/NS(=O)(=O)C1=CC=C(C=C1)C)Cl